[O-2].[Zn+2].[F] fluorine zinc oxide